ClC1=NC=CC(=C1C#N)NC=1C=CC2=C(N(C(N2C)=O)CCC(C(=O)OC)C)C1 Methyl 4-[6-[(2-chloro-3-cyano-4-pyridyl)amino]-3-methyl-2-oxo-benzimidazol-1-yl]-2-methyl-butanoate